FC=1C=C(C(=O)N(C(C)C2=CNC(C3=CC=CC=C23)=O)C)C=CC1C(F)(F)F 3-fluoro-N-methyl-N-(1-(1-oxo-1,2-dihydroisoquinolin-4-yl)ethyl)-4-(trifluoromethyl)benzamide